5-(3-{3,5-Dibromo-2-[2-(4,5-dimethyl-thiazol-2-yl)-ethoxy]-benzylamino}-propylamino)-4H-thieno[3,2-b]pyridine-7-one BrC=1C(=C(CNCCCNC2=CC(C3=C(N2)C=CS3)=O)C=C(C1)Br)OCCC=1SC(=C(N1)C)C